(2R,2'R)-3,3'-disulfanediylbis(2-methyl-2-(methylamino)propanoic acid) S(SC[C@](C(=O)O)(C)NC)C[C@@](C(=O)O)(NC)C